octadecenyl phosphate dibutylethanolamine salt C(CCC)N(CCO)CCCC.P(=O)(OC=CCCCCCCCCCCCCCCCC)(O)O